methyl (2S)-2-[[(2S)-3-cyclopropyl-2-[(5,7-dichloro-1H-indole-2-carbonyl)amino]propanoyl] amino]-3-[(3S)-2-oxo-3-piperidyl]propanoate C1(CC1)C[C@@H](C(=O)N[C@H](C(=O)OC)C[C@H]1C(NCCC1)=O)NC(=O)C=1NC2=C(C=C(C=C2C1)Cl)Cl